(2S,3R,4S)-2-[(3-bromo-2-fluoro-phenyl)methyl]-4-fluoro-3-(fluoromethylsulfonylamino)piperidine-1-carboxylic acid benzyl ester C(C1=CC=CC=C1)OC(=O)N1[C@H]([C@H]([C@H](CC1)F)NS(=O)(=O)CF)CC1=C(C(=CC=C1)Br)F